N-(2-hydroxypropyl)-4-(1H-pyrrolo[3,2-c]pyridin-4-yl)benzamide OC(CNC(C1=CC=C(C=C1)C1=NC=CC2=C1C=CN2)=O)C